N1=C(C=CC2=CC=CN=C12)C1=NC(=CC=C1)C1=NC2=NC=CC=C2C=C1 2,6-bis(1,8-naphthyridin-2-yl)pyridine